NC1=NC=CC=C1C1=NC=2C(=NC(=CC2)C2=CC=CC=C2)N1C1=CC=C(C(=O)NC2CCC(CC2)C(=O)O)C=C1 (1r,4r)-4-(4-(2-(2-aminopyridin-3-yl)-5-phenyl-3H-imidazo[4,5-b]pyridin-3-yl)benzamido)cyclohexane-1-carboxylic acid